8-(5-(2-Morpholinoethoxy)pyridin-2-yl)-N-(6-Morpholinopyridin-3-yl)quinazolin-2-amine O1CCN(CC1)CCOC=1C=CC(=NC1)C=1C=CC=C2C=NC(=NC12)NC=1C=NC(=CC1)N1CCOCC1